OC(CCCCCCCCC(=O)O)CCCCCCO 10,16-dihydroxyhexadecanoic acid